N[C@@H](CC1=CC=C(C=C1)C1CCC(CC1)C(=O)O)C(=O)O (1S,4r)-4-(4-((S)-2-amino-2-carboxyethyl)phenyl)cyclohexane-1-carboxylic acid